S1C=C(C=C1)C=1C=C(C2=CC=CC=C2C1)N1C(=CC2=CC=CC=C12)C1=CC=CC=C1 N-(3-3-thienyl-naphthyl)-2-(phenyl)-indole